1-(4-(6-(benzyloxy)-2-phenyl-3,4-dihydronaphthalen-1-yl)phenyl)-4-(2,2-dimethoxyethyl)piperidine C(C1=CC=CC=C1)OC=1C=C2CCC(=C(C2=CC1)C1=CC=C(C=C1)N1CCC(CC1)CC(OC)OC)C1=CC=CC=C1